N=C1N[C@@](CS([C@]12CCOC2)(=O)=O)(C2=CC1=C(SC3=C1C=C(C=C3)C#CC)C=C2)C (5R,8R)-10-Imino-8-methyl-8-(8-(prop-1-yn-1-yl)dibenzo[b,d]thiophen-2-yl)-2-oxa-6-thia-9-azaspiro[4.5]decane 6,6-dioxide